C(C=C)C=1C=C(C=CC1)C1CCC(CC1)OC[C@@H]1N(CC[C@@H]1N(CC1=CC=C(C=C1)OC)S(N(C)C)(=O)=O)C(=O)OCC=C allyl (2R,3S)-2-((((1s,4S)-4-(3-allylphenyl)cyclohexyl)oxy)methyl)-3-((N,N-dimethylsulfamoyl)(4-methoxybenzyl)amino)pyrrolidine-1-carboxylate